[3-(2-methyl tert-butoxycarbonylamino-ethyl)-5-(2,3-dichloro-phenyl)-2,4-dioxo-3,4-dihydro-2H-pyrimidin-1-yl]-acetate CC(CN1C(N(C=C(C1=O)C1=C(C(=CC=C1)Cl)Cl)CC(=O)[O-])=O)NC(=O)OC(C)(C)C